2-(4,4-difluoroazepan-1-yl)-6,7-dimethoxy-N-(3-sulfamoylphenyl)quinoline-3-carboxamide FC1(CCN(CCC1)C1=NC2=CC(=C(C=C2C=C1C(=O)NC1=CC(=CC=C1)S(N)(=O)=O)OC)OC)F